CN1N=C(C(=C1)C=1SC(=CC1)C)C(CC(=O)OCC)=O ethyl 3-[1-methyl-4-(5-methyl-2-thienyl)pyrazol-3-yl]-3-oxo-propanoate